O=C1[C@]2(C3=C4C(=NC=C3N1)N(C=C4)S(=O)(=O)C4=CC=CC=C4)C[C@H](CC2)NC(OC(C)(C)C)=O tert-Butyl ((1S,3S)-7'-oxo-3'-(phenylsulfonyl)-6',7'-dihydro-3'H-spiro[cyclopentane-1,8'-dipyrrolo[2,3-b:3',2'-d]pyridin]-3-yl)carbamate